3-(((4-fluorophenylacetyl)oxy)(6-fluoropyridine-3-carbonyl)amino)benzamide FC1=CC=C(C=C1)CC(=O)ON(C=1C=C(C(=O)N)C=CC1)C(=O)C=1C=NC(=CC1)F